(S)-4-((3,3-difluoropropyl)(4-(5,6,7,8-tetrahydro-1,8-naphthyridin-2-yl)butyl)amino)-2-((5-(trifluoromethyl)pyrimidin-2-yl)amino)butanoic acid FC(CCN(CC[C@@H](C(=O)O)NC1=NC=C(C=N1)C(F)(F)F)CCCCC1=NC=2NCCCC2C=C1)F